CC(C=CCC)=O n-hexanenon